2,2'-(1-(6-methoxypyridin-3-yl)propane-1,2-diyl)bis(N-methylhydrazine-1-thiocarboxamide) COC1=CC=C(C=N1)C(C(C)NNC(NC)=S)NNC(NC)=S